1-(5-bromo-3-pyridinyl)prop-2-en-1-one BrC=1C=C(C=NC1)C(C=C)=O